racemic-2-(4-methylcyclohex-3-en-1-yl)propan-2-ol CC1=CC[C@@H](CC1)C(C)(C)O |r|